3-Bromo-5-chloro-aniline BrC=1C=C(N)C=C(C1)Cl